[N-](S(=O)(=O)C(F)(F)F)S(=O)(=O)C(F)(F)F.C[N+](CCCCCC)(CCCC)C N,N-dimethyl-N-butyl-N-Hexylammonium bis(trifluoromethanesulfonyl)imide